2-(2-(difluoromethoxy)-7-methylquinoxalin-5-yl)-5-methylbenzo[d]thiazole FC(OC1=NC2=CC(=CC(=C2N=C1)C=1SC2=C(N1)C=C(C=C2)C)C)F